3β,7β,17β-trihydroxyandrost-5-ene O[C@@H]1CC2=C[C@@H]([C@H]3[C@@H]4CC[C@@H]([C@@]4(C)CC[C@@H]3[C@]2(CC1)C)O)O